ClC=1C(=NC(=NC1)NC1CCOCC1)C1=CC=C2CN(C(C2=C1)=O)CC(=O)N1CC2=CC=CC=C2C1 6-{5-chloro-2-[(oxacyclohex-4-yl)amino]pyrimidin-4-yl}-2-[2-(2,3-dihydro-1H-isoindol-2-yl)-2-oxoethyl]-2,3-dihydro-1H-isoindol-1-one